NC1=NC=2C=NC(=CC2C2=C1COC2)C(=O)N2[C@H](COC[C@H]2C)C=2C=NC(=CC2)Cl (4-amino-1,3-dihydrofuro[3,4-c][1,7]naphthyridin-8-yl)((3S,5R)-3-(6-chloro-3-pyridinyl)-5-methyl-4-morpholinyl)methanone